tert-Butyl-(S,E)-2-((3-(7-amino-2-(((benzyloxy)-carbonyl)amino)-7-oxohept-5-enamido)-2-oxopyridin-1(2H)-yl)methyl)-4-isobutyl-1H-benzo[d]imidazol-1-carboxylat C(C)(C)(C)OC(=O)N1C(=NC2=C1C=CC=C2CC(C)C)CN2C(C(=CC=C2)NC([C@H](CC\C=C\C(=O)N)NC(=O)OCC2=CC=CC=C2)=O)=O